(E)-3-(4-(3-(2-methoxyphenyl)-3-oxoprop-1-en-1-yl)phenoxy)-2,3-dihydrothiazolo[2,3-b]thiazol COC1=C(C=CC=C1)C(/C=C/C1=CC=C(OC2CSC3SC=CN32)C=C1)=O